NC=1C(=CC(=C(C(=O)N)C1)F)F 5-amino-2,4-difluorobenzamide